P(=O)(O)(O)OC1=C(C(=C(C=C1)C1=CC=CC=C1)C1=CC=CC=C1)C1=CC=CC=C1 triphenyl-phenol phosphate